copper rubidium cesium [Cs].[Rb].[Cu]